COC(C)C=1C=CC(=NC1)CO (5-(1-methoxyethyl)pyridin-2-yl)methanol